OCC(C1=CC=CC=C1)N(C(C(CC)(C)C)=O)C N-(2-hydroxy-1-phenylethyl)-N,2,2-trimethylbutanamide